CC=1N=C(C=2N(C1)C=C(N2)C2=CC1=C(C=N2)N=C(S1)N(C1CC(NC(C1)(C)C)(C)C)C)C 6-(6,8-dimethylimidazo[1,2-a]pyrazin-2-yl)-N-methyl-N-(2,2,6,6-tetramethylpiperidin-4-yl)[1,3]thiazolo[4,5-c]pyridin-2-amine